ClC=1C=C2C(=CN1)N(C=C2C2=NC(=NC(=C2)CC)C2(CC2)F)C 5-chloro-3-(6-ethyl-2-(1-fluorocyclopropyl)pyrimidin-4-yl)-1-methyl-1H-pyrrolo[2,3-c]pyridine